C(#N)C(C(=O)OCC)=CN(C)C ethyl (R)-2-cyano-3-(dimethylamino)acrylate